(3-Fluoro-4-(1-(4-fluorophenyl)-1H-pyrazol-4-yl)phenyl)methylamine FC=1C=C(C=CC1C=1C=NN(C1)C1=CC=C(C=C1)F)CN